2-methoxy-5-(5''-(methylsulfonyl)dispiro[cyclopropane-1,1'-cyclohexane-4',3''-indoline]-1''-carbonyl)benzenesulfonyl chloride COC1=C(C=C(C=C1)C(=O)N1CC2(C3=CC(=CC=C13)S(=O)(=O)C)CCC1(CC2)CC1)S(=O)(=O)Cl